3-[2-(dimethylamino)ethyl]indole-1-carboxylic acid propyl ester C(CC)OC(=O)N1C=C(C2=CC=CC=C12)CCN(C)C